2-{6-oxo-8-thia-4,5-diazatricyclo[7.4.0.02,7]trideca-1(9),2(7),3-trien-5-yl}pyridine-3-carbaldehyde O=C1N(N=CC=2C=3CCCCC3SC12)C1=NC=CC=C1C=O